OCCS(=O)(=O)NC1=CC=C(C(=O)N)C=C1 4-((2-hydroxyethyl)sulfonamido)benzamide